N-[6-(5-chloro-1,3-benzoxazol-2-yl)spiro[3.3]heptan-2-yl]-5-methylsulfinyl-furan-2-carboxamide ClC=1C=CC2=C(N=C(O2)C2CC3(CC(C3)NC(=O)C=3OC(=CC3)S(=O)C)C2)C1